(4-{[6-(5-chloro-2-fluorophenyl)-3-sulfanylpyridazin-4-yl]amino}pyridin-2-yl)-3-(4-methylpiperazin-1-yl)propanamide ClC=1C=CC(=C(C1)C1=CC(=C(N=N1)S)NC1=CC(=NC=C1)C(C(=O)N)CN1CCN(CC1)C)F